C1(=CC=CC=C1)C(C(C(=O)O)Br)Br 3-phenyl-2,3-dibromopropionic acid